1-(4-(2-((3-amino-6-(2-hydroxyphenyl)pyridazin-4-yl)oxy)ethyl)benzyl)-3-(3-((2-(2,6-dioxopiperidin-3-yl)-1,3-dioxoisoindolin-4-yl)oxy)propyl)urea NC=1N=NC(=CC1OCCC1=CC=C(CNC(=O)NCCCOC2=C3C(N(C(C3=CC=C2)=O)C2C(NC(CC2)=O)=O)=O)C=C1)C1=C(C=CC=C1)O